CC(C(=O)NC1CCN(C2(CC2)C1)C)(COC1=NC=CC=C1C(F)(F)F)C 2,2-dimethyl-N-(4-methyl-4-azaspiro[2.5]oct-7-yl)-3-((3-(trifluoromethyl)pyridin-2-yl)oxy)propanamide